6-(4-(methoxycarbonyl)phenyl)-2-oxa-7-azaspiro[3.5]non-5-ene-7-carboxylic acid tert-butyl ester C(C)(C)(C)OC(=O)N1C(=CC2(COC2)CC1)C1=CC=C(C=C1)C(=O)OC